N1CCC2CCCC(C12)O OCTAHYDRO-INDOL-7-OL